2,3-difluoro-1,4-Benzenediol FC1=C(C=CC(=C1F)O)O